3-(N-((4'-(Dimethylamino)-[1,1'-biphenyl]-4-yl)methyl)cyclohexanecarboxamido)-N-phenylbenzamide CN(C1=CC=C(C=C1)C1=CC=C(C=C1)CN(C(=O)C1CCCCC1)C=1C=C(C(=O)NC2=CC=CC=C2)C=CC1)C